(2S,4S)-N-Boc-4-methyl-pyroglutamic acid methyl ester COC([C@H]1N(C([C@H](C1)C)=O)C(=O)OC(C)(C)C)=O